OC1=CC=C(C=C1)C=1SC=C(N1)C=O 2-(4-hydroxyphenyl)thiazole-4-carbaldehyde